1-iodo-7-(methoxy)naphthalene IC1=CC=CC2=CC=C(C=C12)OC